C(C)OC(=O)C=1C=NC2=CC=C(C=C2C1NC1=C(C(=O)O)C=CC=C1)C1=C2C=CNC2=CC=C1 2-[[3-ethoxycarbonyl-6-(1H-indol-4-yl)-4-quinolinyl]amino]benzoic acid